1-(2-Methoxy-ethyl)-1H-pyrazole-4-carboxylic acid [4-methoxy-7-(2-oxa-7-aza-spiro[4.4]non-7-yl)-thiazolo[4,5-c]pyridin-2-yl]-amide COC1=NC=C(C2=C1N=C(S2)NC(=O)C=2C=NN(C2)CCOC)N2CC1(CCOC1)CC2